C(#N)C=1C=C(C=2C3=C(C(NC13)=C=O)C=CC2)N2N=CC(=C2C(F)(F)F)C(=O)OCC ethyl 1-(8-cyano-2-carbonyl-1,2-dihydrobenzo[cd]indol-6-yl)-5-(trifluoromethyl)-1H-pyrazole-4-Carboxylate